4-(2-(3-(3-chloro-2-fluoro-6-(2H-tetrazol-2-yl)phenyl)acrylamido)-2-phenylacetylamino)-2-fluorobenzoic acid ClC=1C(=C(C(=CC1)N1N=CN=N1)C=CC(=O)NC(C(=O)NC1=CC(=C(C(=O)O)C=C1)F)C1=CC=CC=C1)F